2-[5-methyl-4-[2-(trifluoromethyl)-4-pyridyl]imidazol-1-yl]-N-(5-pyrimidin-5-yl-2-pyridyl)acetamide CC1=C(N=CN1CC(=O)NC1=NC=C(C=C1)C=1C=NC=NC1)C1=CC(=NC=C1)C(F)(F)F